6-Chloro-4-((3-cyano-4-methoxypyrazolo[1,5-a]pyridin-5-yl)amino)-N-(methyl-d3)nicotinamide ClC1=NC=C(C(=O)NC([2H])([2H])[2H])C(=C1)NC1=C(C=2N(C=C1)N=CC2C#N)OC